ClC=1C=NC(=C(C(=O)NC2CCC(CC2)CN2C(N(C3=C2C=CC=C3)C3=CC(=NC=C3)N(C)C)=O)C1)C(F)F 5-chloro-2-(difluoromethyl)-N-((1r,4r)-4-((3-(2-(dimethyl-amino)pyridin-4-yl)-2-oxo-2,3-dihydro-1H-benzo[d]imidazol-1-yl)methyl)cyclohexyl)nicotinamide